tin dioxide lithium [Li].[Sn](=O)=O